C[C@H]1CN(C[C@H](O1)C)C1=NC(=C2N1C1=CC(=CC=C1N=C2)C=2C=CC(=NC2)OCCN(C)C)C 2-((5-(1-((2s,6r)-2,6-dimethylmorpholinyl)-3-methylimidazo[1,5-a]quinoxalin-8-yl)pyridin-2-yl)oxy)-N,N-dimethylethane-1-amine